C[C@@H]1CC[C@@H](N(C1)C(C(=O)NC=1C=C(C=NC1)C(=O)N)=O)C=1C=NC=CC1 5-[[2-[(2R,5R)-5-methyl-2-(3-pyridyl)-1-piperidyl]-2-oxo-acetyl]amino]pyridine-3-carboxamide